C(C)(CC)NC1=NC=C(C(=N1)NC1=CC=CC=C1)C(=O)N 2-(sec-butylamino)-4-(phenylamino)pyrimidine-5-carboxamide